didodecyloxy-5',5'-di-tert-butyl-oxalanilide C(CCCCCCCCCCC)ON(C1=CC=CC=C1)C(C(=O)N(C=1C=CCC(C1)(C(C)(C)C)C(C)(C)C)OCCCCCCCCCCCC)=O